NC1=C(C(=C(C(=C1Cl)F)Cl)F)C1=C(C=C2C=C(C(N(C2=N1)C=1C(=NC=CC1C)C(C)C)=O)C#N)Cl 7-(2-amino-3,5-dichloro-4,6-difluorophenyl)-6-chloro-1-(2-isopropyl-4-methylpyridin-3-yl)-2-oxo-1,2-dihydro-1,8-naphthyridine-3-carbonitrile